icosa-8,11,14-trienoic acid C(CCCCCCC=CCC=CCC=CCCCCC)(=O)O